C(#N)C1=CC(=C(COC2=NC(=NC=C2F)C2=CC(=C(CC3=NC4=C(N3C[C@H]3OCC3)C(=C(C=C4)C(=O)O)F)C=C2)F)C=C1)F (S)-2-(4-(4-((4-cyano-2-fluorobenzyl)oxy)-5-fluoropyrimidin-2-yl)-2-fluorobenzyl)-7-fluoro-1-(oxetan-2-ylmethyl)-1H-benzo[d]imidazole-6-carboxylic acid